((4-cyclopropyl-6-((3'-(4-cyclopropyl-5-((((R)-1-hydroxypropan-2-yl)amino)methyl)picolinamido)-2,2-dimethyl-[1,1'-biphenyl]-3-yl)carbamoyl)pyridin-3-yl)methyl)-D-serine C1(CC1)C1=C(C=NC(=C1)C(NC1C(C(=CC=C1)C1=CC(=CC=C1)NC(C1=NC=C(C(=C1)C1CC1)CN[C@@H](CO)C)=O)(C)C)=O)CN[C@H](CO)C(=O)O